NC1=CC=C(C=C1)SC1=CC(=C(C=C1)N)OCCC 4-((4-aminophenyl)thio)-2-propoxybenzenamine